FC(N1N=C(C=C1C)C(=O)OCC)F ethyl 1-(difluoromethyl)-5-methyl-pyrazole-3-carboxylate